C1=CC=CC=2N(C3=CC=CC=C3N(C12)C1=CC=C(C(=O)O)C=C1)C1=CC=C(C(=O)O)C=C1 4,4'-(phenazine-5,10-diyl)dibenzoic acid